2,6-di(9H-carbazol-9-yl)-4-(2,6-diphenylpyrimidin-4-yl)benzonitrile C1=CC=CC=2C3=CC=CC=C3N(C12)C1=C(C#N)C(=CC(=C1)C1=NC(=NC(=C1)C1=CC=CC=C1)C1=CC=CC=C1)N1C2=CC=CC=C2C=2C=CC=CC12